O1C=C(C=C1)C=1C=CC2=C(C3NC(N(C(O2)(C3)C)C3=CC(=CC=C3)C(=O)N3CC2=CC=C(C=C2CC3)C(F)(F)F)=O)C1 8-(Furan-3-yl)-2-methyl-3-(3-(6-(trifluoromethyl)-1,2,3,4-tetrahydroisoquinoline-2-carbonyl)phenyl)-5,6-dihydro-2H-2,6-methanobenzo[g][1,3,5]oxadiazocin-4(3H)-one